8-((cyclopropylmethyl)(5-cyclopropylpyridin-2-yl)amino)-5-methyl-6-oxo-5,6-dihydro-1,5-naphthyridine-2-carbonitrile C1(CC1)CN(C1=CC(N(C=2C=CC(=NC12)C#N)C)=O)C1=NC=C(C=C1)C1CC1